(S)-3-bromo-4-((4-chlorophenyl)sulfonamido)-N-(3,3-dimethylbutan-2-yl)-1-methyl-1H-pyrazole-5-carboxamide BrC1=NN(C(=C1NS(=O)(=O)C1=CC=C(C=C1)Cl)C(=O)N[C@@H](C)C(C)(C)C)C